ClC1=C(C=CC(=C1)C(F)(F)F)NC(CN1C=2N(C(C(=C1CC)N1CCN(CC1)C(=O)OC(C)(C)C)=O)N=C(N2)NC2=CC=CC=C2)=O tert-butyl 4-(4-(2-((2-chloro-4-(trifluoromethyl)phenyl)amino)-2-oxoethyl)-5-ethyl-7-oxo-2-(phenylamino)-4,7-dihydro-[1,2,4]triazolo[1,5-a]pyrimidin-6-yl)piperazine-1-carboxylate